BrC=1C=C(C=CC1)S(F)(F)(F)(F)F (3-bromophenyl)-pentafluoro-λ6-sulfane